[Tl].[Cu].[Cd] cadmium-copper thallium